OCC(C(=O)O)(C)CO 3-hydroxy-2-(hydroxymethyl)-2-methylpropanoic acid